p-trifluoromethylphenyl-[1,1'-biphenyl]-4,4'-diamine FC(C1(CC(=C(C=C1)C1=CC=C(C=C1)N)C1=CC=CC=C1)N)(F)F